FC(OC=1C=CC(=NC1)[C@@H](C)C1(CCNCC1)O)(F)F 4-[(1R)-1-[5-(trifluoromethoxy)-2-pyridyl]ethyl]piperidin-4-ol